C(=C)C=1C(=NC=CC1)C(=O)OC methyl 3-vinylpyridine-2-carboxylate